ClC=1C=C(C(=O)N2CC=3C(=NN4C3C=3C(CC(C4)C(=O)Cl)=CON3)CC2)C=CC1Cl 11-(3,4-Dichlorobenzoyl)-5,6,9,10,11,12-hexahydro-4H-[1,2]oxazolo[3,4-c]pyrido[4',3':3,4]-pyrazolo[1,5-a]azepine-5-carbonyl chloride